rel-(R)-1-(4-Chloro-2-(piperidin-2-yl)benzyl)-2-thioxo-1,2,3,5-tetrahydro-4H-pyrrolo[3,2-d]pyrimidin-4-one ClC1=CC(=C(CN2C(NC(C3=C2C=CN3)=O)=S)C=C1)[C@@H]1NCCCC1 |o1:19|